2-((5-(6-((2-fluoro-4-isocyanobenzyl)oxy)pyridin-2-yl)-3,4,5,6-tetrahydropyrrolo[3,4-c]pyrrol-2(1H)-yl)methyl)-1-((3-methoxyoxetan-3-yl)methyl)-1H-benzo[d]imidazole-6-carboxylic acid FC1=C(COC2=CC=CC(=N2)N2CC3=C(C2)CN(C3)CC3=NC2=C(N3CC3(COC3)OC)C=C(C=C2)C(=O)O)C=CC(=C1)[N+]#[C-]